C1(CC1)CN[C@H]1CN(CCC1)C1=CC(N(C=C1)C(C)N1N=NC(=C1)C1=NC(=CN=C1)N1CC(C1)OC)=O 4-((R)-3-((cyclopropylmethyl)amino)piperidin-1-yl)-1-(1-(4-(6-(3-methoxyazetidin-1-yl)pyrazin-2-yl)-1H-1,2,3-triazol-1-yl)ethyl)pyridin-2(1H)-one